N1(C=NC=C1)C1=CC=C(CN2CCC(CC2)C=2C=C3C(=C(NC3=CC2)C2=CC(=C(C=C2)OC)OC)C)C=C1 5-(1-(4-(1H-imidazol-1-yl)benzyl)piperidin-4-yl)-2-(3,4-dimethoxyphenyl)-3-methyl-1H-indole